C(C1=CC=CC=C1)(C1=CC=CC=C1)(C1=CC=CC=C1)NCCNC(OC(C)(C)C)=O tert-butyl (2-(tritylamino)ethyl)carbamate